N-trityl-morpholinoadenine C(C1=CC=CC=C1)(C1=CC=CC=C1)(C1=CC=CC=C1)NC1=C2NC=NC2=NC(=N1)N1CCOCC1